4-(2-chloro-9-cyclopropyl-8-iodo-9H-purin-6-yl)morpholine ClC1=NC(=C2N=C(N(C2=N1)C1CC1)I)N1CCOCC1